C(=O)(OC(C)(C)C)N[C@@H](CCCCNC(=O)OCC1C2=CC=CC=C2C2=CC=CC=C12)C(=O)O Nα-Boc-Nε-Fmoc-L-lysine